C1(CCCC1)OC=1C=C(C=CC1OC)C1=NN(C=2NC(CCC21)=O)C2=CC=CC=C2 (3-(cyclopentyloxy)-4-methoxyphenyl)-1-phenyl-4,5-dihydro-1H-pyrazolo[3,4-b]pyridin-6(7H)-one